C(C)N(CCNC=1C(C2=CC=CC=C2C(C1)=O)=O)CC 2-((2-(diethylamino)ethyl)amino)naphthalene-1,4-dione